NC1=NC2=CC=CC(=C2C=C1)N1N=CC(=C1C(F)(F)F)C(=O)NC=1C=NC(=C(C1)C#N)N1N=CC=N1 1-(2-aminoquinolin-5-yl)-N-(5-cyano-6-(2H-1,2,3-triazol-2-yl)pyridin-3-yl)-5-(trifluoromethyl)-1H-pyrazole-4-carboxamide